NC(C(=O)O[O-])CCCCC(C)(C)C aminoperoxyneodecanoate